OC(C)(C)C1CNCC1 3-(2-hydroxypropan-2-yl)pyrrolidine